FC1(CC2(C1)C[C@H](N(CC2)C(=O)OC(C)(C)C)C2=CC=C(C=C2)C(=O)OC)F tert-butyl (S)-2,2-difluoro-6-(4-(methoxycarbonyl) phenyl)-7-azaspiro[3.5]nonane-7-carboxylate